methyl 1-phenyl-3-(trifluoromethyl)-1H-pyrazole-5-carboxylate C1(=CC=CC=C1)N1N=C(C=C1C(=O)OC)C(F)(F)F